CC1=CC(=C2C(=N1)CN(C2)C(CC2CN(C2)C2=CC(=NC=C2)C(F)(F)F)=O)C 1-(2,4-dimethyl-5,7-dihydro-6H-pyrrolo[3,4-b]pyridin-6-yl)-2-{1-[2-(trifluoromethyl)pyridin-4-yl]azetidin-3-yl}ethanone